FC1=C2C=CNC2=CC(=C1OC=1C=CC(=C(C1)C=1NC(=CN1)[C@@H](C([2H])([2H])[2H])C=1C(=C(C=CC1)CC(=O)OCC)F)F)F ethyl (S)-2-(3-(1-(2-(5-((4,6-difluoro-1H-indol-5-yl)oxy)-2-fluorophenyl)-1H-imidazol-5-yl)ethyl-2,2,2-d3)-2-fluorophenyl)acetate